C(CCCCCCCCCCCCCCCCCCCCC)OC[C@H](CO)O (S)-3-(docosyloxy)propane-1,2-diol